FC(C)(F)C1(CN(CC1)C(=O)OC(C)(C)C)C(=O)OC 1-tert-butyl 3-methyl 3-(1,1-difluoroethyl)pyrrolidine-1,3-dicarboxylate